(1-{(S)-2-[(S)-2-Oxo-3-propyl-1-piperazinyl]-3-cyclopropylpropionyl}-4-piperidyl)acetamide O=C1N(CCN[C@H]1CCC)[C@H](C(=O)N1CCC(CC1)CC(=O)N)CC1CC1